BrC1=CC=C(C=C1)C#CC=1C=NC(=NC1)N1C[C@H]2CC[C@@H](C1)N2C2COC2 (1R,5S)-3-(5-((4-bromophenyl)ethynyl)pyrimidin-2-yl)-8-(oxetan-3-yl)-3,8-diazabicyclo[3.2.1]octane